C12C3C(C(C=C1)C2)C(NC3=O)=O bicyclo-[2.2.1]-hept-5-ene-2,3-dicarboximide